tert-Butyl (3R,4S)-4-((4-(1H-imidazol-4-yl)-5-(trifluoromethyl)pyrimidin-2-yl)amino)-3-fluoropiperidine-1-carboxylate N1C=NC(=C1)C1=NC(=NC=C1C(F)(F)F)N[C@@H]1[C@@H](CN(CC1)C(=O)OC(C)(C)C)F